C(N)(=O)C=1C=C(C=CC1)C1CC2CCC(C1)N2CCN(C(=O)[C@H]2OC(OC2)(C)C)C[C@@H]2CC[C@H](CC2)O (S)-2,2-dimethyl-[1,3]dioxolane-4-carboxylic acid {2-[3-endo-(3-carbamoyl-phenyl)-8-azabicyclo[3.2.1]oct-8-yl]ethyl}-(trans-4-hydroxy-cyclohexylmethyl)Amide